C1(CCCC1)N(C(OCC=1C(=NOC1C1=CC=C(C=C1)O[C@@H]1C[C@H](CCC1)C(N)=O)C)=O)C |r| (±)-Trans-(5-(4-((3-carbamoylcyclohexyl)oxy)phenyl)-3-methylisoxazol-4-yl)methyl cyclopentyl(methyl)carbamate